BrC=1C(N(C=C(C1)O)C)=O 3-bromo-5-hydroxy-1-methylpyridin-2(1H)-one